4-phenyl-phenylenediamine C1(=CC=CC=C1)C1=CC(=C(C=C1)N)N